FC1=C(C(=C(C=C1C1=NN(C2=NC(=NC=C21)N2C(COCC2)CC2=NC=CC=C2)C)C(F)(F)F)F)O 2,6-Difluoro-3-(1-methyl-6-(3-(pyridin-2-ylmethyl)morpholino)-1H-pyrazolo[3,4-d]pyrimidin-3-yl)-5-(trifluoromethyl)phenol